ClC1=CC(=C(COC2=CC=CC(=N2)C=2N=CN(C(C2)=O)CC2=NC3=C(N2CC2OCCC2)C=CC=C3)C=C1)F 2-((4-(6-(4-Chloro-2-fluorobenzyloxy)pyridin-2-yl)-6-oxopyrimidin-1(6H)-yl)methyl)-1-((tetrahydrofuran-2-yl)methyl)-1H-benzo[d]imidazol